5-(bromomethyl)-4-methyl-2-[4-(trifluoromethyl)phenyl]-1,3-thiazole BrCC1=C(N=C(S1)C1=CC=C(C=C1)C(F)(F)F)C